ClC1=CC=2C=3C=CC(=CC3N(C(N(C2N=C1)CC)=O)C1=C(C=C(C=C1F)N[C@@H](CNC)C)F)C#N 4-chloro-10-(2,6-difluoro-4-{[(2R)-1-(methylamino)propan-2-yl]amino}phenyl)-8-ethyl-9-oxo-6,8,10-triazatricyclo[9.4.0.02,7]pentadeca-1(11),2(7),3,5,12,14-hexaene-13-carbonitrile